2-amino-3,8-dimethyl-imidazo[4,5-f]-quinoxaline NC=1N(C=2C(=C3N=C(C=NC3=CC2)C)N1)C